methyl 3-{(1R,5S)-3'-[(5-cyclopropyl-3-(2,6-dichlorophenyl) isoxazol-4-yl) methoxy]-8-azaspiro[bicyclo[3.2.1]octane-3,1'-cyclobutane]-8-yl}-4-fluorobenzoate C1(CC1)C1=C(C(=NO1)C1=C(C=CC=C1Cl)Cl)COC1CC2(C1)C[C@H]1CC[C@@H](C2)N1C=1C=C(C(=O)OC)C=CC1F